4-Hydroxy-N-isothiazol-4-yl-1,5-dimethyl-2-oxo-6,7-dihydro-5H-cyclopenta[b]pyridine-3-carboxamide OC=1C2=C(N(C(C1C(=O)NC=1C=NSC1)=O)C)CCC2C